C12CNCC(C(C1)O)N2 3,8-diazabicyclo[3.2.1]octan-6-ol